COCC(C)(C)OC1=CC(=NC2=CC=C(C=C12)C1OCC1C(=O)N)C1=CN=CS1 (4-((1-methoxy-2-methylpropan-2-yl)oxy)-2-(thiazol-5-yl)quinolin-6-yl)oxetan-3-carboxamide